CN1C=NC(=C1CN1CC2(CN(C2)C(=O)N2CC3(C2)CC(C3)N3N=C(N=C3)C(F)(F)F)C1)C#N 1-methyl-5-[[2-[6-[3-(trifluoromethyl)-1,2,4-triazol-1-yl]-2-azaspiro[3.3]heptane-2-carbonyl]-2,6-diazaspiro[3.3]heptan-6-yl]methyl]imidazole-4-carbonitrile